C(CCC)N(C(=O)NC=1C=C2C(=CNC2=CC1)C1CCN(CC1)CCCC)CCCC N,N-dibutyl-N'-(3-(1-butylpiperidin-4-yl)-1H-indol-5-yl)urea